1-[5-(trifluoromethyl)-3-pyridyl]-3-[4-[5-(trifluoromethyl)-7-(2-trimethylsilylethoxymethyl)pyrrolo[2,3-d]pyrimidin-4-yl]oxynorbornan-1-yl]imidazolidine-2,4-dione FC(C=1C=C(C=NC1)N1C(N(C(C1)=O)C12CCC(CC1)(C2)OC=2C1=C(N=CN2)N(C=C1C(F)(F)F)COCC[Si](C)(C)C)=O)(F)F